diaminobenzhydryl-methane NC(C(C1=CC=CC=C1)C1=CC=CC=C1)N